CN1N=CC(=C1C)S(=O)(=O)N1C(CC(CC1([2H])[2H])C=1C(=CC=2N(C1)N=CN2)C)([2H])[2H] 6-(1-((1,5-dimethyl-1H-pyrazol-4-yl)sulfonyl)piperidin-4-yl-2,2,6,6-d4)-7-methyl-[1,2,4]triazolo[1,5-a]pyridine